(1S,2S)-N-(6-(7-ethoxy-6-fluoro-5-methyl-1H-indazol-4-yl)imidazo[1,2-a]pyridin-2-yl)-2-fluorocyclopropane-1-carboxamide C(C)OC=1C(=C(C(=C2C=NNC12)C=1C=CC=2N(C1)C=C(N2)NC(=O)[C@H]2[C@H](C2)F)C)F